2-[2-(4-benzo[d]isothiazol-3-yl-piperazin-1-yl)-ethyl]-7,8-dimethyl-3,4-dihydro-2H-pyrrolo[1,2-a]pyrazin-1-one S1N=C(C2=C1C=CC=C2)N2CCN(CC2)CCN2C(C=1N(CC2)C=C(C1C)C)=O